C(C)(C)C1=CC=CC=2SC3=CC=CC=C3C(C12)=O isopropyl-9H-thioxanthen-9-on